2-methyl-pentanediol CC(C(O)O)CCC